1-[6-[4-methyl-3-(trifluoromethoxy)phenoxy]-3-pyridyl]-3H-imidazo[4,5-c]pyridin CC1=C(C=C(OC2=CC=C(C=N2)N2CNC=3C=NC=CC32)C=C1)OC(F)(F)F